N-(4-methyl-3-pyridin-2-ylphenyl)bicyclo[2.2.1]heptane-carboxamide CC1=C(C=C(C=C1)NC(=O)C12CCC(CC1)C2)C2=NC=CC=C2